6-methyl-2-oxo-1-pyridin-3-ylpyridine-3-carboxamide CC1=CC=C(C(N1C=1C=NC=CC1)=O)C(=O)N